FC1=CC=C(C=C1)N1C(=C(C2=C1C=C1C=NNC1=C2)C2=CC=C(C(=O)N)C=C2)C2CCOCC2 4-[5-(4-Fluorophenyl)-6-tetrahydropyran-4-yl-1H-pyrrolo[2,3-f]indazol-7-yl]benzamide